OC(CNCC=1C=C(C(N(C1)CC(F)(F)F)=O)C(=O)NC1=CC(=CC=C1)C1(CC(C1)C)C1=NN=CN1C)(C)C 5-(((2-Hydroxy-2-methylpropyl)amino)methyl)-N-(3-((1s,3s)-3-methyl-1-(4-methyl-4H-1,2,4-triazol-3-yl)cyclobutyl)phenyl)-2-oxo-1-(2,2,2-trifluoroethyl)-1,2-dihydropyridine-3-carboxamide